tert-butyl 4-[2-[(10S)-4-(2-hydroxyphenyl)-1,5,6,8,12-pentazatricyclo[8.4.0.02,7]tetradeca-2,4,6-trien-12-yl]pyrimidin-5-yl]piperazine-1-carboxylate OC1=C(C=CC=C1)C=1C=C2N3CCN(C[C@@H]3CNC2=NN1)C1=NC=C(C=N1)N1CCN(CC1)C(=O)OC(C)(C)C